ClC1=C(C=CC=C1)C1=C2C(=NC(=C1C#N)N1CC3(CN(C3)C(C=C)=O)CC1)C[C@@H](OC2)C2=C(N=CS2)C (7R)-4-(2-chlorophenyl)-7-(4-methyl-1,3-thiazol-5-yl)-2-(2-(2-propenoyl)-2,6-diazaspiro[3.4]octan-6-yl)-7,8-dihydro-5H-pyrano[4,3-b]pyridine-3-carbonitrile